N-[(6-{[(4,4-difluorocyclohexyl)amino]methyl}imidazo[1,2-a]pyridin-2-yl)methyl]-4-oxo-4H-pyrido[1,2-a]pyrimidine-2-carboxamide FC1(CCC(CC1)NCC=1C=CC=2N(C1)C=C(N2)CNC(=O)C=2N=C1N(C(C2)=O)C=CC=C1)F